C1=C(C=CC2=CC=CC=C12)CNC(=O)C1N(CCN(C1)S(=O)(=O)C1=CC=CC=C1)C(=O)OC(C)(C)C tert-butyl 2-((naphthalen-2-ylmethyl)carbamoyl)-4-(phenylsulfonyl)piperazine-1-carboxylate